O[C@H]1CN(CC1)C1=C(C=C2C(=N1)N=C(O2)N2CCOCC2)C(=O)NC2=NC(=CC=C2)C=2C=NN(C2)C (R)-5-(3-hydroxypyrrolidin-1-yl)-N-(6-(1-methyl-1H-pyrazol-4-yl)pyridin-2-yl)-2-morpholinooxazolo[4,5-b]pyridine-6-carboxamide